CC([C@@H](C(=O)OC)N(C(=O)N1CCC2(CNCCN2CCC)CC1)C)C methyl (2S)-3-methyl-2-[methyl({1-propyl-1,4,9-triazaspiro[5.5]undecan-9-yl}carbonyl)amino]butanoate